C(N)(OC=1C(=NN(C1)C(C)C=1C=NC(=C(C1)OCC1=CC=C(C=C1)OC)Cl)C(C)(C)C)=O (tert-butyl (1-(6-chloro-5-((4-methoxybenzyl) oxy) pyridin-3-yl) ethyl)-1H-pyrazol-4-yl) carbamate